FC(C=1C=C2CC(CC2=CC1)NC1=NC=C(C=N1)C1=NN=C(O1)CC(=O)N1CC2=C(CC1)NN=N2)F 2-(5-(2-((5-(difluoromethyl)-2,3-dihydro-1H-inden-2-yl)amino)pyrimidin-5-yl)-1,3,4-oxadiazol-2-yl)-1-(1,4,6,7-tetrahydro-5H-[1,2,3]triazolo[4,5-c]pyridin-5-yl)ethan-1-one